C1(=CC=CC2=CC=CC=C12)C1(COC1)O 3-(naphthalen-1-yl)oxetan-3-ol